ClC=1C=C(C=CC1)C(C1C(CCCC1)=O)NC1=CC=C(C=C1)CC 2-((3-chlorophenyl)((4-ethylphenyl)amino)methyl)cyclohexane-1-one